CN(CCNC(C)=O)C N-(2-(dimethylamino)ethyl)acetamide